COC1=NN(C=C1C(=O)NC1=NC(=CC=C1)C1=CN=C2N1[C@@H](CC2)C)C (R)-3-methoxy-1-methyl-N-(6-(5-methyl-6,7-dihydro-5H-pyrrolo[1,2-a]imidazol-3-yl)pyridin-2-yl)-1H-pyrazole-4-carboxamide